C(#N)C1=CN=C(N1)C(=O)NC=1C(=NC(=CC1)C12CC1C1(C=CC(C2)(O1)C)C)C1=CCC(CC1)(C)C 5-Cyano-N-[2-(4,4-dimethylcyclohexen-1-yl)-6-[1,6-dimethyl-9-oxatricyclo[4.2.1.02,4]non-7-en-4-yl]-3-pyridyl]-1H-imidazole-2-carboxamide